C(CCCCCC)C1OC2=CC(=CC=C2C(C1)NCC1=C(C=C(C=C1)F)Cl)OC 2-heptyl-4-(2-chloro-4-fluorobenzylamino)-7-methoxychroman